C[C@@]1(OC=2C=C(C=C(C2CC1)O)CCCCC)CCCC(C)C (2R)-2-Methyl-2-(4-methylpentyl)-7-pentyl-3,4-dihydrochromen-5-ol